dec-9-ene-7,8-dicarboxylic acid CCCCCCC(C(C=C)C(=O)O)C(=O)O